CN1C=C(C=C(C1=O)C)C=1NC2=CC=C(C=C2C1C(C)C)O[C@@H]1CN(CCC1)CC(=O)N(C)C (S)-2-(3-((2-(1,5-Dimethyl-6-oxo-1,6-dihydropyridin-3-yl)-3-isopropyl-1H-indol-5-yl)oxy)piperidin-1-yl)-N,N-dimethylacetamid